4-(5-methyl-2-(4-((4-nitrophenyl)sulfonyl)piperazin-1-yl)phenyl)morpholine CC=1C=CC(=C(C1)N1CCOCC1)N1CCN(CC1)S(=O)(=O)C1=CC=C(C=C1)[N+](=O)[O-]